Dihydrozingerone O=C(C)CCC1CC(OC)=C(O)C=C1